Cl.CC1=C(C(=O)O)C=CC(=C1)C 2,4-dimethylbenzoate hydrochloride